methylenetetrahydro-1H-pyrrolizin C=C1CCN2CCC=C12